CC1=CC=C(C=C1)S(=O)(=O)O.C(=C)N1CN(C=C1)CCCCS(=O)(=O)O 1-vinyl-3-(sulfobutyl)imidazole p-toluenesulfonate